OCCCCCCCCCCCCCCCCCCCC(=O)OC(C)(C)C tert-butyl 20-hydroxy-eicosanoate